tert-butyl 4-((S)-1,1,1-trifluoro-4-((1r,4R)-4-(3-hydroxy-2-methylphenoxy)cyclohexyl)butan-2-yl)pyrazine-1(4H)-carboxylate FC([C@H](CCC1CCC(CC1)OC1=C(C(=CC=C1)O)C)N1C=CN(C=C1)C(=O)OC(C)(C)C)(F)F